1-phenyl-1,8-naphthyridin-2(1H)-one C1(=CC=CC=C1)N1C(C=CC2=CC=CN=C12)=O